CSC1=CC=C(C(=O)C(C)(C)N2CCOCC2)C=C1 2-[4-(methylsulfanyl)benzoyl]-2-(4-morpholinyl)propane